BrC1=C(C(=C(C(=C1C1=C(C=CC=C1)C)Cl)F)C=O)OC bromo-2-chloro-5-methoxy-3-fluoro-2'-methyl-[1,1'-biphenyl]-4-carbaldehyde